[Si](C)(C)(C(C)(C)C)OC(C=O)CO[Si](C1=CC=CC=C1)(C1=CC=CC=C1)C(C)(C)C 2-((tert-butyldimethylsilyl)oxy)-3-((tert-butyldiphenylsilyl)oxy)propanal